1-(5-chloropyridin-2-yl)ethan-1-ol (9H-fluoren-9-yl)methyl-((S)-1-(((S)-1-((6-(hydroxymethyl)pyridin-3-yl)amino)-1-oxopropan-2-yl)amino)-3-methyl-1-oxobutan-2-yl)carbamate C1=CC=CC=2C3=CC=CC=C3C(C12)CN(C(=O)OC(C)C1=NC=C(C=C1)Cl)[C@H](C(=O)N[C@H](C(=O)NC=1C=NC(=CC1)CO)C)C(C)C